N1(CCOCC1)C1=NC=2N(C(=N1)NCC1=NN=C(N1)C1=CC=C(C=C1)C(F)(F)F)N=CC2C(F)(F)F 2-(morpholin-4-yl)-8-(trifluoromethyl)-N-({5-[4-(trifluoromethyl)phenyl]-4H-1,2,4-triazol-3-yl}methyl)pyrazolo[1,5-a][1,3,5]triazin-4-amine